4-fluoro-2,4-dihydroxybenzophenone FC1(CC(=C(C(=O)C2=CC=CC=C2)C=C1)O)O